The molecule is a (2'->5')-dinucleotide composed of two adenosine residues with a triphosphate group at the 5' terminus. It has a role as an antiviral agent and a bacterial metabolite. It is a conjugate acid of a 5'-triphosphoadenylyl-(2'->5')-adenosine(5-). C1=NC(=C2C(=N1)N(C=N2)[C@H]3[C@@H]([C@@H]([C@H](O3)COP(=O)(O)O[C@@H]4[C@@H]([C@H](O[C@H]4N5C=NC6=C(N=CN=C65)N)COP(=O)(O)OP(=O)(O)OP(=O)(O)O)O)O)O)N